(R)-1-(3,3-difluoro-1-methylpiperidin-4-yl)-8-(6-methoxypyridine-3-yl)-3-methyl-1,3-dihydro-2H-imidazo[4,5-c]quinolin-2-one FC1(CN(CC[C@H]1N1C(N(C=2C=NC=3C=CC(=CC3C21)C=2C=NC(=CC2)OC)C)=O)C)F